[N+](=O)([O-])C=1C(=NNC1)C(=O)O 4-Nitro-1H-pyrazole-3-carboxylic acid